FC(C1=NN=C(O1)C=1C=CC(=NC1)CN1C=NC(=C1)C1=CC=C2CNC(C2=C1)=O)F 6-(1-((5-(5-(difluoromethyl)-1,3,4-oxadiazol-2-yl)pyridin-2-yl)methyl)-1H-imidazol-4-yl)isoindolin-1-one